2-(2-((5-(3-(aminomethyl)phenyl)-1-isopropyl-1H-indazol-3-yl)methoxy)phenyl)hexanoic acid NCC=1C=C(C=CC1)C=1C=C2C(=NN(C2=CC1)C(C)C)COC1=C(C=CC=C1)C(C(=O)O)CCCC